tert-butyl 4-[1-(2,6-dioxo-3-piperidyl) indolin-4-yl]piperazine-1-carboxylate O=C1NC(CCC1N1CCC2=C(C=CC=C12)N1CCN(CC1)C(=O)OC(C)(C)C)=O